1-amino-1'-(3-sulfopropyl)-4,4'-bipyridyl NN1C=CC(C=C1)=C1C=CN(C=C1)CCCS(=O)(=O)O